[Li].[Li].[Li].C(C)(=O)SCCNC(CCNC([C@@H](C(COP(OP(OC[C@@H]1[C@H]([C@H]([C@@H](O1)N1C=NC=2C(N)=NC=NC12)O)OP(=O)(O)O)(=O)O)(=O)O)(C)C)O)=O)=O acetyl-coenzyme A trilithium salt